ethyl 2-(3-(2-(2-fluoro-5-((6-fluoro-4-(methylthio)-1H-indol-5-yl)oxy) phenyl) oxazol-4-yl)-3-methyl-2,3-dihydrobenzofuran-7-yl)acetate FC1=C(C=C(C=C1)OC=1C(=C2C=CNC2=CC1F)SC)C=1OC=C(N1)C1(COC2=C1C=CC=C2CC(=O)OCC)C